CC1=CC(=CC1)CCC 1-methyl-3-propylcyclopent-1,3-diene